1-[(4-Chlorophenyl)methyl]-7-(2,3-dihydroxypropyl)-4-methyl-2-[3-(trifluoromethoxy)phenoxy]-1H,4H,5H,6H,7H,8H-imidazo[4,5-e][1,4]diazepine-5,8-dione ClC1=CC=C(C=C1)CN1C(=NC=2N(C(CN(C(C21)=O)CC(CO)O)=O)C)OC2=CC(=CC=C2)OC(F)(F)F